C(C1=CC=CC=C1)C1=NN2C(=NC=3C(=CC=CC3C2=C1)F)N 2-benzyl-7-fluoropyrazolo[1,5-c]quinazolin-5-amine